[2-(methacryloyloxy)ethyl]trimethylammonium chloride salt [Cl-].C(C(=C)C)(=O)OCC[N+](C)(C)C